N[C@H](C(=O)O)[C@H](O)C1=CC=C(C=C1)C(N)=O (2S,3R)-2-Amino-3-(4-carbamoylphenyl)-3-hydroxypropanoic acid